6-allyl-N,2,2,3,3,9,9,10,10-nonamethyl-4,8-dioxa-3,9-disilaundecan-6-amine C(C=C)C(CO[Si](C(C)(C)C)(C)C)(CO[Si](C(C)(C)C)(C)C)NC